CP(=O)(C)C1=C(C=CC=C1)NC1=NC(=NC=C1C(F)(F)F)NC1=CC=C(C(=O)NOCCOC)C=C1 4-((4-((2-(Dimethylphosphoryl)phenyl)amino)-5-(trifluoromethyl)pyrimidin-2-yl)amino)-N-(2-methoxyethoxy)benzamide